CC1=CC2=C(C3=CC=CC=C3C(=C2C=C1)OC(=O)CCC(=O)O)OC(=O)CCC(=O)O 2-methyl-9,10-bis(2-carboxyethyl)carbonyloxyanthracene